tert-butyl 4-(((3-(dimethylamino) propyl)(3-((2-(4-methoxyphenyl)quinolin-4-yl)amino)propyl)amino)-methyl)piperidine-1-carboxylate CN(CCCN(CCCNC1=CC(=NC2=CC=CC=C12)C1=CC=C(C=C1)OC)CC1CCN(CC1)C(=O)OC(C)(C)C)C